1-[3-(ethyldimethoxysilyl)phenyl]-1-phenylethene C(C)[Si](C=1C=C(C=CC1)C(=C)C1=CC=CC=C1)(OC)OC